FC1=CC=CC=2N=C(SC21)N 7-fluoro-1,3-benzothiazol-2-amine